FC=1C=NN(C1)C1=CC=C(C=N1)CC1N(CCC1)C(=O)N ((6-(4-fluoro-1H-pyrazol-1-yl)pyridin-3-yl)methyl)pyrrolidine-1-carboxamide